NCC(=O)[O-].[Cu+2].NCC(=O)[O-] copper (glycinate)